(7-(3-((3'-((2-chloro-4-formyl-5-hydroxyphenoxy)methyl)-2,2'-dimethyl-[1,1'-biphenyl]-3-yl)oxy)propyl)-7-aza-spiro[3.5]non-2-yl)carbamic acid tert-butyl ester C(C)(C)(C)OC(NC1CC2(C1)CCN(CC2)CCCOC=2C(=C(C=CC2)C2=C(C(=CC=C2)COC2=C(C=C(C(=C2)O)C=O)Cl)C)C)=O